N-(6-(4-aminobenzoyl)benzo[d]thiazol-2-yl)furan-2-carboxamide NC1=CC=C(C(=O)C2=CC3=C(N=C(S3)NC(=O)C=3OC=CC3)C=C2)C=C1